L-(+)-canavanine N[C@@H](CCONC(=N)N)C(=O)O